2-(2,4-dioxotetrahydropyrimidin-1(2H)-yl)-5-((4-(2-(pyrrolidin-1-yl)-6,7-dihydrothieno[3,2-d]pyrimidin-4-yl)piperazin-1-yl)methyl)isoindoline-1,3-dione O=C1N(CCC(N1)=O)N1C(C2=CC=C(C=C2C1=O)CN1CCN(CC1)C=1C2=C(N=C(N1)N1CCCC1)CCS2)=O